BrC1=NN2C(C(NCC2)=O)=C1NC1=C(C(=CC=C1)Cl)OC 2-bromo-3-[(3-chloro-2-methoxyphenyl)amino]-5H,6H,7H-pyrazolo[1,5-a]pyrazin-4-one